BrCOC=1C=C(C=CC1)[C@@H](C)NC(OC(C)(C)C)=O tert-butyl (R)-(1-(3-bromo methoxyphenyl)ethyl)carbamate